Piperidin-3-yl 2-hydroxy-2,2-diphenylacetate OC(C(=O)OC1CNCCC1)(C1=CC=CC=C1)C1=CC=CC=C1